C(C)(C)(C)OC(=O)N[C@@H](CC1=CNC2=CC=CC=C12)C(=O)O N-t-Butoxycarbonyl-tryptophan